COC1=CC2=C(C(CNCC2)(C)C)C=C1 7-methoxy-1,1-dimethyl-2,3,4,5-tetrahydro-1H-benzo[d]azepine